5-(5-(2-methoxy-4-(3-morpholinylpropylamino)phenylamino)-1H-pyrazol-3-yl)thiophene-2-carbonitrile COC1=C(C=CC(=C1)NCCCN1CCOCC1)NC1=CC(=NN1)C1=CC=C(S1)C#N